4-fluoro-5-((5-(3-(5-(prop-1-en-2-yl)-1H-pyrazol-3-yl)cyclopentyl)-1H-pyrazol-3-yl)amino)-1,3-dihydrobenzo[c]isothiazole 2,2-dioxide FC1=C(C=CC=2NS(CC21)(=O)=O)NC2=NNC(=C2)C2CC(CC2)C2=NNC(=C2)C(=C)C